4-(2-{[(2R,7aS)-2-fluoro-hexahydro-1H-pyrrolizin-7a-yl]methoxy}-8-fluoro-5-methoxy-4-(1,4-oxaazepan-4-yl)pyrido[4,3-d]pyrimidin-7-yl)-5-ethynyl-6-fluoronaphthalene-2-ol F[C@@H]1C[C@@]2(CCCN2C1)COC=1N=C(C2=C(N1)C(=C(N=C2OC)C2=CC(=CC1=CC=C(C(=C21)C#C)F)O)F)N2CCOCCC2